O[C@@H](CN(C(C1=CC=C(C=C1)C1=CN(C2=NC=C(N=C21)C=2C=C1CCN(CC1=C(C2)OC)C)S(=O)(=O)CC2=CC=CC=C2)=O)C)C (R)-N-(2-hydroxypropyl)-4-(2-(8-methoxy-2-methyl-1,2,3,4-tetrahydroisoquinolin-6-yl)-5-toluenesulfonyl-5H-pyrrolo[2,3-b]pyrazin-7-yl)-N-methylbenzamide